FC(C(=O)O)(F)F.COC1=C2C(=CNC2=CC=C1)CCN(CC(C)C)C N-(2-(4-methoxy-1H-indol-3-yl)ethyl)-N,2-dimethylpropan-1-amine trifluoroacetate